FC=1C=CC2=C(N=C(O2)NC=2OC3=C(N2)C=C(C(=C3)OC)C(=O)OC)C1 methyl 2-((5-fluorobenzo[d]oxazol-2-yl)amino)-6-methoxybenzo[d]oxazole-5-carboxylate